(E)-3-fluoro-2-hydroxy-5-((E)-4-(pyrrolidin-1-yl)styryl)benzaldehyde O-phenyl oxime C1(=CC=CC=C1)O\N=C\C1=C(C(=CC(=C1)\C=C\C1=CC=C(C=C1)N1CCCC1)F)O